C1N(CCC2=CC=CC=C12)C1=CC=C(C=N1)C1=C2C=C(C(=CC2=CC2=C1C(OC2)=O)OC)OC 9-(6-(3,4-dihydroisoquinolin-2(1H)-yl)pyridin-3-yl)-6,7-dimethoxynaphtho[2,3-c]furan-1(3H)-one